(2,2-difluoroethyl)-5-fluoro-2-methoxy-N-(propan-2-yl)benzamide FC(CC=1C(=C(C(=O)NC(C)C)C=C(C1)F)OC)F